C1(CCCC1)C1=CC(=C(C(=C1)F)NC(C1=C(C=CC(=C1)[N+](=O)[O-])I)=O)F N-(4-cyclopentyl-2,6-difluorophenyl)-2-iodo-5-nitrobenzamide